γ-butyrolactone methacrylate C(C(=C)C)(=O)O.C1(CCCO1)=O